(s)-1-cyclopropyl-4-((6-(2-(ethoxymethoxy)-6-methyl-4-(trifluoromethyl)phenyl)-3-((R)-1-hydroxyethyl)-2H-pyrazolo[3,4-b]pyrazin-2-yl)methyl)pyrrolidin-2-one C1(CC1)N1C(C[C@@H](C1)CN1N=C2N=C(C=NC2=C1[C@@H](C)O)C1=C(C=C(C=C1C)C(F)(F)F)OCOCC)=O